sulfo-Ruthenium S(=O)(=O)(O)[Ru]